(1R,3S,5S)-N-(3-(5-fluoropyrimidin-2-yl)-4-methylphenyl)-3-methyl-1-(1,3,5-triazin-2-yl)-6-azabicyclo[3.1.1]heptane-6-carboxamide FC=1C=NC(=NC1)C=1C=C(C=CC1C)NC(=O)N1[C@H]2C[C@@H](C[C@@]1(C2)C2=NC=NC=N2)C